C1(CC1)C(=O)NC1=CC(=C(N=N1)C(=O)NC)NC1=NN2C(C=CC(=C2)N2CC(C2)N(CC)S(=O)(=O)C)=N1 6-(cyclopropanecarboxamido)-4-((6-(3-(N-ethylmethylsulfonylamino)azetidin-1-yl)-[1,2,4]triazolo[1,5-a]pyridin-2-yl)amino)-N-methylpyridazine-3-carboxamide